NC1=C(C(N(C2=NC(=CC=C12)C(F)(F)F)C=1C=NC(=CC1)C)=O)C(=O)OC methyl 4-amino-1-(6-methylpyridin-3-yl)-2-oxo-7-(trifluoromethyl)-1,2-dihydro-1,8-naphthyridine-3-carboxylate